1-bis(4-fluorophenyl)methylpiperazine FC1=CC=C(C=C1)C(N1CCNCC1)C1=CC=C(C=C1)F